C(C)C1=C(C(=NC(=N1)NC1=CC(=C(C=C1)C(N(C)C)=O)C)N[C@H](CO)C1=CC=CC=C1)C(=O)O.N1=CC(=CC=C1)C1[C@]2(C)[C@@H](CC1)[C@@H]1CCC3CCCC[C@]3(C)[C@H]1CC2 17-(pyridin-3-yl)androstane Ethyl-2-[4-(dimethylcarbamoyl)-3-methyl-anilino]-4-[[(1S)-2-hydroxy-1-phenyl-ethyl]amino]pyrimidine-5-carboxylate